ClC1=NC(=C(C=2N=C(N=CC21)SC)F)Cl 5,7-dichloro-8-fluoro-2-(methylthio)pyrido[4,3-d]pyrimidine